5-(trifluoromethyl)pyrazine-2-carboxylic acid FC(C=1N=CC(=NC1)C(=O)O)(F)F